[Li]CCCCCC[Li] 1,6-dilithiohexane